(4R)-4-[(5S,7R,8R,9S,10S,13R,14S,17R)-7-acetoxy-10,13-dimethyl-3-(4-phenylphenyl)-4,5,6,7,8,9,11,12,14,15,16,17-dodecahydro-1H-cyclopenta[a]phenanthren-17-yl]pentanoic acid C(C)(=O)O[C@@H]1C[C@@H]2CC(=CC[C@@]2([C@H]2CC[C@@]3([C@H](CC[C@H]3[C@H]12)[C@@H](CCC(=O)O)C)C)C)C1=CC=C(C=C1)C1=CC=CC=C1